tellurium chlorate Cl(=O)(=O)[O-].[Te+2].Cl(=O)(=O)[O-]